C(C)NC1=NC(=NC(=N1)S)S 2-ethylamino-4,6-dimercapto-s-triazine